tert-butyl 6-[4-({3-cyano-6-[(3R)-3-(3-methyl-2-oxoimidazolidin-1-yl) piperidin-1-yl] pyrazin-2-yl} amino) phenyl]-2,6-diazaspiro[3.3]heptane-2-carboxylate C(#N)C=1C(=NC(=CN1)N1C[C@@H](CCC1)N1C(N(CC1)C)=O)NC1=CC=C(C=C1)N1CC2(CN(C2)C(=O)OC(C)(C)C)C1